ethyl (S)-4-(7-(3,5-difluorophenyl)-5-(3-methylpyrazin-2-yl)-7H-pyrrolo[2,3-d]pyrimidin-4-yl)-3-methylpiperazine-1-carboxylate FC=1C=C(C=C(C1)F)N1C=C(C2=C1N=CN=C2N2[C@H](CN(CC2)C(=O)OCC)C)C2=NC=CN=C2C